NC(CNC(=O)C=1C=NC(=C(C1)C1=CC(=CC=C1)F)OC1=CC=C(C=C1)C(F)(F)F)=O N-(2-amino-2-oxoethyl)-5-(3-fluorophenyl)-6-[4-(trifluoromethyl)phenoxy]pyridine-3-carboxamide